C1=CC=C(C(=C1)C(=O)OP(=O)(O)OC[C@@H]2[C@H]([C@H]([C@@H](O2)N3C=NC4=C(N=CN=C43)N)O)O)O The molecule is an acyclic mixed acid anhydride that results from the formal condensation of the phosphoryl group of AMP with the carboxyl group of 2-hydroxybenzoic acid. It is an acyclic mixed acid anhydride and a purine ribonucleoside 5'-monophosphate. It derives from a salicylic acid and an adenosine 5'-monophosphate. It is a conjugate acid of a 2-hydroxybenzoyl-AMP(1-).